C(C)[Si](C1=CC=C(C=C1)C(=C)C1=CC=CC=C1)(OC(C)C)CC 1-[4-(diethylisopropoxysilyl)phenyl]-1-phenylethene